(-)-[3-[3-(4-tert-butylphenyl)azetidin-1-yl]-3-oxo-propyl]pyrrolidin-2-one C(C)(C)(C)C1=CC=C(C=C1)C1CN(C1)C(CCN1C(CCC1)=O)=O